OC1=C(C=C(C=C1)C(C)(C)C1=CC(=C(C=C1)O)C(C)(C)C)C(C)(C)C 2,2-Bis(4-hydroxy-3-tert-butylphenyl)propane